5-[5-[[(1-tert-butylpyrazole-4-carbonyl)amino]methyl]-1,2,4-oxadiazol-3-yl]-N-(1-methyl-4-piperidyl)-6-(2,2,2-trifluoroethyl)thieno[2,3-b]pyrrole-3-carboxamide C(C)(C)(C)N1N=CC(=C1)C(=O)NCC1=NC(=NO1)C1=CC2=C(N1CC(F)(F)F)SC=C2C(=O)NC2CCN(CC2)C